(R)-3-(3-chloro-4-fluorophenyl)-1-(1-(6-fluoro-4-oxo-3,4-dihydrophthalazin-1-yl)ethyl)-1-methylurea ClC=1C=C(C=CC1F)NC(N(C)[C@H](C)C1=NNC(C2=CC(=CC=C12)F)=O)=O